N-(5-cyclopentyl-3-fluoropyridin-2-yl)-4-methyl-2-[(1-methyl-1H-1,2,3,4-tetrazol-5-yl)sulfanyl]-5-nitrobenzamide C1(CCCC1)C=1C=C(C(=NC1)NC(C1=C(C=C(C(=C1)[N+](=O)[O-])C)SC1=NN=NN1C)=O)F